CC(C(=O)NC=1SC=CN1)(C)SC1=NC2=NC=CN=C2C(N1CCC1=CC=CC=C1)=O 2-Methyl-2-((4-oxo-3-phenethyl-3,4-dihydropteridin-2-yl)thio)-N-(thiazol-2-yl)propanamide